N,N-dimethyl-3-(2-(6-(methylsulfonyl)pyridin-3-yl)furo[3,2-b]pyridin-7-yl)benzamide CN(C(C1=CC(=CC=C1)C1=C2C(=NC=C1)C=C(O2)C=2C=NC(=CC2)S(=O)(=O)C)=O)C